diethyl cis-cyclohexa-3,5-diene-1,2-dicarboxylate [C@@H]1([C@H](C=CC=C1)C(=O)OCC)C(=O)OCC